(2R)-2-amino-2-(4-(ethylsulfonyl)phenyl)ethanolate N[C@@H](C[O-])C1=CC=C(C=C1)S(=O)(=O)CC